spiro[fluorene-9,9'-xanthene]-2-ylboronic acid C1=CC=CC=2OC3=CC=CC=C3C3(C12)C1=CC=CC=C1C=1C=CC(=CC13)B(O)O